N1[C@@H](C[C@@H](O)C1)CO Hydroxyprolinol